The molecule is a sesquiterpene that is dodecane substituted by methyl groups at positions 2, 6 and 10. It has a role as a plant metabolite. It is a sesquiterpene and an alkane. CCC(C)CCCC(C)CCCC(C)C